(R)-6-Methoxy-2-methyl-N-(1-(4-(2-((methylamino)methyl)phenyl)thiophen-2-yl)ethyl)-7-((7-(piperidin-1-yl)heptyl)oxy)quinazolin-4-amine COC=1C=C2C(=NC(=NC2=CC1OCCCCCCCN1CCCCC1)C)N[C@H](C)C=1SC=C(C1)C1=C(C=CC=C1)CNC